C(C)N1N=C(C=C1)C=1C=C(C=C(C1)C=1C=NN(C1)C)[C@@H](C)NC(=O)C1=C(C=C2C=CN(C2=C1)C1CN(C1)C)C (R)-N-(1-(3-(1-ethyl-1H-pyrazol-3-yl)-5-(1-methyl-1H-pyrazol-4-yl)phenyl)ethyl)-5-methyl-1-(1-methylazetidin-3-yl)-1H-indole-6-carboxamide